C(C)(=O)N1C(N(C(=C1)C(C1=CC(=C(C=C1)C)C)=O)C(C)=O)=O 1,3-diacetyl-1,3-dihydro-4-(3,4-dimethylbenzoyl)-2H-imidazol-2-one